COC1=CC2=C(OCCN2)C=C1N1N=C(C=2C=NC(=CC21)C=2C=NN1C2N=CC=C1)N1C(N(CC1)C)=O 1-(1-(6-methoxy-3,4-dihydro-2H-benzo[b][1,4]oxazin-7-yl)-6-(pyrazolo[1,5-a]pyrimidin-3-yl)-1H-pyrazolo[4,3-c]pyridin-3-yl)-3-methylimidazolidin-2-one